N-(2-carbamoylpyridin-4-yl)-3-(4,4-difluoroazepan-1-yl)quinoline-2-carboxamide C(N)(=O)C1=NC=CC(=C1)NC(=O)C1=NC2=CC=CC=C2C=C1N1CCC(CCC1)(F)F